5-bromo-2-(N-((1S,2R)-2-(2-fluoronaphthalen-1-yl)-1-(5-oxo-4,5-dihydro-1,3,4-oxadiazol-2-yl)propyl)sulfamoyl)benzamide BrC=1C=CC(=C(C(=O)N)C1)S(N[C@@H]([C@H](C)C1=C(C=CC2=CC=CC=C12)F)C=1OC(NN1)=O)(=O)=O